N-(4-(5-chloropyridin-3-yl)phenyl)-1-(2-(cyclopropanesulfonamido)thiazol-4-yl)cyclopropane-1-carboxamide ClC=1C=C(C=NC1)C1=CC=C(C=C1)NC(=O)C1(CC1)C=1N=C(SC1)NS(=O)(=O)C1CC1